N-(((2S,3R,6R)-2,6-dimethylmorpholin-3-yl)methyl)-5-(trifluoromethyl)pyrimidin-2-amine hydrochloride Cl.C[C@H]1[C@H](NC[C@H](O1)C)CNC1=NC=C(C=N1)C(F)(F)F